9-nonyloctadecanoic acid heptadec-9-yl ester CCCCCCCCC(CCCCCCCC)OC(CCCCCCCC(CCCCCCCCC)CCCCCCCCC)=O